CC1=C2C(=CC=3C=4C=C(C=CC4N(C13)C)OC1=CC=CC(=N1)N)C=NC=C2 6-((5,6-dimethyl-6H-pyrido[4,3-b]carbazol-9-yl)oxy)pyridin-2-amine